trimethylsilyl-benzoxazole Dipentyl-4,4'-((2-(4-(N-(2-(dinonylamino)ethyl)-N-nonylglycyl)piperazin-1-yl)-2-oxoethyl)azanediyl)dibutyrate C(CCCC)OC(CCCN(CCCC(=O)OCCCCC)CC(=O)N1CCN(CC1)C(CN(CCCCCCCCC)CCN(CCCCCCCCC)CCCCCCCCC)=O)=O.C[Si](C)(C)C=1OC2=C(N1)C=CC=C2